cis-3-fluoro-5-[(3S)-2-[3-(5-fluoroindol-1-yl)cyclobutanecarbonyl]isoxazolidin-3-yl]benzonitrile FC=1C=C(C#N)C=C(C1)[C@H]1N(OCC1)C(=O)[C@@H]1C[C@@H](C1)N1C=CC2=CC(=CC=C12)F